4-((3R,4S)-4-((5,7-dimethyl-1H-indol-4-yl)methyl)-1-(2,2,2-trifluoroethyl)pyrrolidin-3-yl)benzoic acid CC=1C(=C2C=CNC2=C(C1)C)C[C@H]1[C@@H](CN(C1)CC(F)(F)F)C1=CC=C(C(=O)O)C=C1